COC=1C=C(C=CC1OC)CC(C(=O)OC)C methyl 3-(3,4-dimethoxyphenyl)-2-methylpropanoate